FC1=C(C(=CC=C1)F)CN1C=NN(C1=O)C1=CC=C(OC2=CC(=NC=C2)NC(C)=O)C=C1 N-[4-[4-[4-[(2,6-difluorophenyl)methyl]-5-oxo-1,2,4-triazol-1-yl]phenoxy]-2-pyridinyl]acetamide